3-(2-ethoxybenzylidene)pyrrolidine-2,5-dione C(C)OC1=C(C=C2C(NC(C2)=O)=O)C=CC=C1